O=C1NC(CCC1NC1=CC(=C(C=C1)N1CC(C1)CN1CCC(CC1)COC=1C=NC(=NC1)C=1C=C(CN2N=C(C=CC2=O)C=2C=C(C#N)C=CC2)C=CC1)F)=O 3-(1-(3-(5-((1-((1-(4-((2,6-dioxopiperidin-3-yl)amino)-2-fluorophenyl)azetidine-3-yl)methyl)piperidin-4-yl)methoxy)pyrimidin-2-yl)benzyl)-6-oxo-1,6-dihydropyridazin-3-yl)benzonitrile